C(CCCCCCC\C=C/CCCCCCCC)(=O)O.C(CCCCCCC\C=C/CCCCCCCC)(=O)O.OC(CC(O)(O)O)NCCN tetrahydroxypropyl ethylenediamine dioleate